3-((2R,4S,5R)-4-hydroxy-5-(hydroxymethyl)tetrahydrofuran-2-yl)pyrimidine-2,4(1H,3H)-dione O[C@H]1C[C@@H](O[C@@H]1CO)N1C(NC=CC1=O)=O